BrC1=C(C(=C2CCC(C(C2=C1)(O)CC1=NC(=NC(=C1CO)Cl)SC)C=O)Cl)F 7-Bromo-5-chloro-1-((6-chloro-5-(hydroxymethyl)-2-(methylthio)pyrimidin-4-yl)methyl)-6-fluoro-1,2,3,4-tetrahydronaphthalen-1-olAl